CC1=C(C=CC(=C1)C)N1CCN(CC1)C(=O)C1=CC=C(C=C1)[C@@]1(C(NC(N1)=O)=O)CC (R)-5-{4-[4-(2,4-dimethylphenyl)piperazine-1-carbonyl]phenyl}-5-ethylimidazolidine-2,4-dione